Di-(isodecyl)-terephthalat C(CCCCCCC(C)C)OC(C1=CC=C(C(=O)OCCCCCCCC(C)C)C=C1)=O